N-vinyl-4,5-dimethyl-pyrrolidone C(=C)N1C(CC(C1C)C)=O